5,10,15,20-tetrakis(p-bromophenyl)porphyrin BrC1=CC=C(C=C1)C=1C2=CC=C(N2)C(=C2C=CC(C(=C3C=CC(=C(C=4C=CC1N4)C4=CC=C(C=C4)Br)N3)C3=CC=C(C=C3)Br)=N2)C2=CC=C(C=C2)Br